N-(6,6-difluorospiro[3.3]heptan-2-yl)-5-(1,5-naphthyridin-2-yl)pyrrolo[2,1-f][1,2,4]triazin-2-amine FC1(CC2(CC(C2)NC2=NN3C(C=N2)=C(C=C3)C3=NC2=CC=CN=C2C=C3)C1)F